2,2,2-Trifluoro-N-(1-(3-hydroxy-2-(pyridin-2-yl)-4,5,6,7-tetrahydro-2H-indazol-5-yl)pyrrolidin-3-yl)acetamide FC(C(=O)NC1CN(CC1)C1CC2=C(N(N=C2CC1)C1=NC=CC=C1)O)(F)F